Methyl 2-formyl-4,5-dimethoxybenzoate C(=O)C1=C(C(=O)OC)C=C(C(=C1)OC)OC